C(CCCCCCCCCCCCCCCC)NCCN n-heptadecylethylenediamine